FC(=CN1C(C(OC(C1(F)F)(F)F)(F)F)(F)F)F 4-(2,2-difluorovinyl)-2,2,3,3,5,5,6,6-octafluoromorpholine